(E)-9-((4-chlorobenzylidene)amino)-2-morpholino-N-(pyridin-4-yl)-9H-purin-6-amine ClC1=CC=C(\C=N\N2C3=NC(=NC(=C3N=C2)NC2=CC=NC=C2)N2CCOCC2)C=C1